(tert-butoxycarbonyl)-L-allo-threonine C(C)(C)(C)OC(=O)N[C@@H]([C@@H](O)C)C(=O)O